BrC/C=C/C(=O)N1CC2=C(C3=C(N=CN=C3NC3=CC(=C(C=C3)OC=3C=NC(=CC3)C)C)S2)CC1 (E)-4-bromo-1-(4-((3-methyl-4-((6-methylpyridin-3-yl)oxy)phenyl)amino)-5,6-dihydropyrido[4',3':4,5]thieno[2,3-d]pyrimidin-7(8H)-yl)but-2-en-1-one